ClC=1C=C(C=CC1)C(C(OC(=O)N[C@H](C(=O)OC)CC(F)F)C1=CC=CC=C1)(F)F methyl (2S)-2-(((2-(3-chlorophenyl)-2,2-difluoro-1-phenylethoxy)carbonyl)amino)-4,4-difluorobutanoate